C(OOOC(C)(C)C)(OC(C)C)=O t-butylperoxy isoPropyl carbonate